FC1=CC=C(C=C1)C(=C)CC1=CC=CC=C1 2-(4-fluorophenyl)-3-phenyl-1-propene